CNC(=O)C1=NNC(=C1)C N,5-dimethyl-1H-pyrazole-3-carboxamide